(2S,4R)-1-[(2S)-2-(4-cyclopropyltriazol-1-yl)-3,3-dimethyl-butanoyl]-4-hydroxy-N-(1-tetrahydropyran-4-ylsulfonyl-4-piperidyl)pyrrolidine-2-carboxamide C1(CC1)C=1N=NN(C1)[C@H](C(=O)N1[C@@H](C[C@H](C1)O)C(=O)NC1CCN(CC1)S(=O)(=O)C1CCOCC1)C(C)(C)C